2-ethylhexyl methacrylate (2-ethylhexyl methacrylate) C(C)C(CC=C(C(=O)O)C)CCCC.C(C(=C)C)(=O)OCC(CCCC)CC